(2S,4R)-1-((S)-2-(3-(2-(2-aminoethoxy)ethoxy)propionylamino)-3,3-dimethylbutyryl)-4-hydroxy-N-(4-(4-methylthiazol-5-yl)benzyl)pyrrolidine-2-carboxamide NCCOCCOCCC(=O)N[C@H](C(=O)N1[C@@H](C[C@H](C1)O)C(=O)NCC1=CC=C(C=C1)C1=C(N=CS1)C)C(C)(C)C